6-(2,8-dimethylimidazo[1,2-b]pyridazin-6-yl)-8-fluoro-[1,2,4]triazolo[1,5-a]pyridin-2-amine CC=1N=C2N(N=C(C=C2C)C=2C=C(C=3N(C2)N=C(N3)N)F)C1